methylcyclohexyl-ethylene CC(=C)C1CCCCC1